ClC1=NC(=NC(=C1)C)NC(=O)NC1=CC=C2C=CN=CC2=C1 1-(4-chloro-6-methylpyrimidin-2-yl)-3-(isoquinolin-7-yl)urea